FC1=CC2=C(C(=NO2)C2CCN(CC2)CCCOC=2C(=C(C=C(C2)OC)C(O)C)O)C=C1 3-[4-(6-fluoro-1,2-benzisoxazol-3-yl)-1-piperidinyl]propoxyl-2-hydroxy-5-methoxy-α-methylbenzenemethanol